N1C=CC=2C1=NC=CC2NC2=CC=C(C=C2)N2C(N(CC2=O)C2=CC(=CC=C2)C(F)(F)F)=O 3-[4-(1H-pyrrolo[2,3-b]pyridin-4-ylamino)phenyl]-1-[3-(trifluoromethyl)phenyl]-2,4-imidazolidinedione